FC(C1=CC=2C(=NN(N2)C2=C(C(=CC(=C2)C(C)(C)CC(C)(C)C)C(C)(C)C2=CC=CC=C2)O)C=C1)(F)F 5-trifluoromethyl-2-(2-hydroxy-3-α-cumyl-5-tert-octylphenyl)-2H-benzotriazole